C(C)NC(=O)N1[C@H]([C@H](CCC1)NS(=O)(=O)C)CO[C@@H]1CO[C@@H](OC1)C1=CC=CC=C1 cis-N-ethyl-3-((methylsulfonyl)amino)-2-(((cis-2-phenyl-1,3-dioxan-5-yl)oxy)methyl)piperidine-1-carboxamide